(±)-benzyl (trans)-4-(difluoromethoxy)-2-(4-(methoxycarbonyl)phenyl)piperidine-1-carboxylate FC(O[C@H]1C[C@@H](N(CC1)C(=O)OCC1=CC=CC=C1)C1=CC=C(C=C1)C(=O)OC)F |r|